Cl.Cl.N1=CN=C(C2=C1NC=C2)C=2C=NN(C2)C2(CNC2)CC#N 2-(3-(4-(7H-pyrrolo[2,3-d]pyrimidin-4-yl)-1H-pyrazol-1-yl)azetidin-3-yl)acetonitrile dihydrochloride